{2-[(4-bromo-1-methyl-1H-pyrazol-5-yl)oxy]ethoxy}-3,4-dihydroisoquinoline-2(1H)-carboxylic acid tert-butyl ester C(C)(C)(C)OC(=O)N1C(C2=CC=CC=C2CC1)OCCOC1=C(C=NN1C)Br